2-Ethoxy-2-methyl-1,3-dioxolan C(C)OC1(OCCO1)C